C1=C(C=CC2=CC=CC=C12)C=1C2=CC=CC=C2C(=C2C=CC(=CC12)C1=CC=CC=2N(C=NC21)C2=CC=CC=C2)C2=CC1=CC=CC=C1C=C2 4-[9,10-di(naphthalen-2-yl)-2-anthryl]-1-phenyl-1H-benzoimidazole